(E)- or (Z)-1-butyl-4-(ethoxyimino)-3-methyl-9-oxo-4,9-dihydro-1H-naphtho[2,3-d]imidazolium C(CCC)[NH+]1CN(C2=C1C(C1=CC=CC=C1C2=NOCC)=O)C